FC=1C=C(C=CC1F)C1=CC(=CC=C1)N1C(C2=CC(=CC=C2C1)C=1N=NNC1C1=CC=CC=C1)=O 3',4'-difluoro-3-(1-oxo-6-(5-phenyl-1H-1,2,3-triazol-4-yl)isoindolin-2-yl)biphenyl